7-fluoro-2-(3-(1-((6-oxo-5-(trifluoromethyl)-1,6-dihydropyridazin-4-yl)amino)cyclopropyl)propyl)-6-(5-(trifluoromethyl)pyrimidin-2-yl)isoquinolin-1(2H)-one FC1=C(C=C2C=CN(C(C2=C1)=O)CCCC1(CC1)NC=1C=NNC(C1C(F)(F)F)=O)C1=NC=C(C=N1)C(F)(F)F